C[C@H]1C[C@@]2(CN1)CC=1C(=CNC(C1)=O)O2 (2R,5'S)-5'-Methyl-3H-spiro[furo[2,3-c]pyridine-2,3'-pyrrolidin]-5(6H)-one